BrC=1C=C(C(=NC1)CN(C(C(=O)OCC)=O)CC=O)F ethyl 2-(((5-bromo-3-fluoropyridin-2-yl) methyl) (2-oxoethyl) amino)-2-oxoacetate